CC1=C(C=2C=CNC2C(=C1)C)C=O 5,7-dimethyl-1H-indole-4-carbaldehyde